6-(4-chlorophenyl)-2-(3-fluorophenyl)-N-[(2S)-1-hydroxy-3-phenylpropan-2-yl]-3-oxo-2,3-dihydropyridazine-4-carboxamide ClC1=CC=C(C=C1)C=1C=C(C(N(N1)C1=CC(=CC=C1)F)=O)C(=O)N[C@H](CO)CC1=CC=CC=C1